C(#N)C(C)(C)N1N=C(C(=C1)NC1=NC=C(C(=N1)N1C=C(C2=CC(=CC=C12)NC(C=C)=O)C)F)C N-[1-[2-[[1-(1-cyano-1-methyl-ethyl)-3-methyl-pyrazol-4-yl]amino]-5-fluoro-pyrimidin-4-yl]-3-methyl-indol-5-yl]prop-2-enamide